C=C1OC(C=C1)=C 2,5-dimethylenfuran